6-(3-amino-6-(4-(4-(cyclopropylmethyl)piperazin-1-yl)phenyl)-5-fluoropyrazin-2-yl)isoquinolin-1(2H)-one NC=1C(=NC(=C(N1)F)C1=CC=C(C=C1)N1CCN(CC1)CC1CC1)C=1C=C2C=CNC(C2=CC1)=O